1-(2-(2-chloro-3,4-dihydroxybenzamido)ethyl)pyrrolidin-1-ium sulfate S(=O)(=O)([O-])[O-].ClC1=C(C(=O)NCC[NH+]2CCCC2)C=CC(=C1O)O.ClC1=C(C(=O)NCC[NH+]2CCCC2)C=CC(=C1O)O